COC1=C(C=CC(=C1)S(=O)(=O)N1CC2(COC2)C1)NCC#CC=1N(C2=CC=CC(=C2C1)NC1CCS(CC1)(=O)=O)CC(F)(F)F 4-[(2-{3-[(2-methoxy-4-{2-oxa-6-azaspiro[3.3]heptane-6-sulfonyl}phenyl)amino]prop-1-yn-1-yl}-1-(2,2,2-trifluoroethyl)-1H-indol-4-yl)amino]-1λ6-thiane-1,1-dione